[N+](=O)([O-])C1=CC=C(C=C1)OC(=O)N1[C@H](COCC1)C (4-nitrophenyl)(S)-3-methylmorpholine-4-Carboxylate